(R)-3-(4-((2-(1H-indol-3-yl)ethyl)amino)-7-(methoxymethyl)-7,8-dihydro-6H-pyrimido[5,4-b][1,4]oxazin-2-yl)pyridin-2-ol N1C=C(C2=CC=CC=C12)CCNC1=NC(=NC2=C1OC[C@H](N2)COC)C=2C(=NC=CC2)O